O=C(CN1CCC(CC1)NC1=C2C=C(C=NC2=CC=C1)C(=O)NC1=CC=CC=C1)N1[C@@H](C[C@@H](C1)F)C#N 5-[[1-[2-Oxo-2-[(2S,4S)-2-cyano-4-fluoro-pyrrolidin-1-yl]ethyl]-4-piperidyl]amino]-N-phenyl-chinolin-3-carboxamid